BrC=1C=C2C=3CC(CC(C3NC2=CC1)NC(OC(C)(C)C)=O)CN1CCOCC1 tert-butyl (6-bromo-3-(morpholinomethyl)-2,3,4,9-tetrahydro-1H-carbazol-1-yl)carbamate